methyl 4-hydroxy-2-oxo-1-phenyl-7-(trifluoromethyl)-1,2-dihydro-1,8-naphthyridine-3-carboxylate OC1=C(C(N(C2=NC(=CC=C12)C(F)(F)F)C1=CC=CC=C1)=O)C(=O)OC